2-(2,4-bis(trifluoromethyl)phenyl)-N-(4-fluorophenyl)-N-((5-(6-(pyrrolidin-3-yl)pyridazin-3-yl)-1,3,4-oxadiazol-2-yl)methyl)acetamide FC(C1=C(C=CC(=C1)C(F)(F)F)CC(=O)N(CC=1OC(=NN1)C=1N=NC(=CC1)C1CNCC1)C1=CC=C(C=C1)F)(F)F